4-cyclohexyl-6,7-dimethyl-2-((2S)-2-(1-methyl-1H-pyrazol-4-yl)-4-morpholinyl)pteridine C1(CCCCC1)C1=NC(=NC2=NC(=C(N=C12)C)C)N1C[C@@H](OCC1)C=1C=NN(C1)C